methyl 3-methyl-5-((5-(4-(trifluoromethyl)phenyl)oxazol-2-yl)amino)picolinate CC=1C(=NC=C(C1)NC=1OC(=CN1)C1=CC=C(C=C1)C(F)(F)F)C(=O)OC